hexafluoro(benzotriazol-1-yloxy)tris(dimethylamino)phosphonium FC=1C(C2(C(N(N(N2F)F)O[P+](N(C)C)(N(C)C)N(C)C)=CC1)F)(F)F